FC1=CC2=C(C(=C(S2)C(=O)O)C2=CC(=CC=C2)OC)C=C1 6-Fluoro-3-(3-methoxyphenyl)-1-benzothiophene-2-carboxylic acid